NC(CNC(=O)C1=C(N=C2N1C=C(C=C2OCC2=C(C=CC=C2F)F)CF)C)(CF)C N-(2-amino-3-fluoro-2-methylpropyl)-8-[(2,6-difluorobenzyl)oxy]-6-(fluoromethyl)-2-methylimidazo[1,2-a]pyridine-3-carboxamide